[K+].FC1C(C1)C1=C(C=NN1C)C(=O)[O-] 5-(2-fluorocyclopropyl)-1-methyl-1H-pyrazole-4-carboxylic acid potassium salt